FC=1C(=C(C=CC1F)[C@H]1[C@@H](O[C@]([C@H]1C)(C(F)(F)F)C)C(=O)O)COC1COC1 (2R,3S,4S,5R)-3-(3,4-difluoro-2-((oxetan-3-yloxy)methyl)phenyl)-4,5-dimethyl-5-(trifluoromethyl)tetrahydrofuran-2-carboxylic acid